C(C)(=O)NNC(=O)C1=NC=C2N1C=C(C=C2F)S(=O)(=O)NC2(CC2)C 3-(2-acetylhydrazine-1-carbonyl)-8-fluoro-N-(1-methylcyclopropyl)imidazo[1,5-a]pyridine-6-sulfonamide